dianilino disulfide N(C1=CC=CC=C1)SSNC1=CC=CC=C1